BrC1=CC=NC2=CC=C(C=C12)NC(OC(C)(C)C)=O tert-butyl (4-bromo-quinolin-6-yl)carbamate